CCCCCCCC/C=C\CCCCCCCC(=O)O (9Z)-Octadecenoic acid